P(=O)([O-])([O-])[O-].O[Cu+].O[Cu+].O[Cu+] Hydroxyl-copper phosphate